C1(CCCCCCCCCCCCCC1)C(=O)OC(CCCCC(CCCCC)NCCCCO[Si](C1=CC=CC=C1)(C1=CC=CC=C1)C(C)(C)C)SC[C@H](CCCCCC)OC(CCC1CCCCC1)=O 6-((4-((tert-butyldiphenyl-silyl)oxy)butyl)amino)-l-1-((2-((3-cyclohexylpropanoyl)oxy)octyl)thio)-undecyl cyclopentadecanecarboxylate